1-(tert-butyl) 2-(tert-butyldimethylsilyl) (2S,3R)-3-((tert-butyldimethylsilyl)oxy)pyrrolidine-1,2-dicarboxylate [Si](C)(C)(C(C)(C)C)O[C@H]1[C@H](N(CC1)C(=O)OC(C)(C)C)C(=O)O[Si](C)(C)C(C)(C)C